Cl.ClC=1C=C2C3=C(NC2=CC1)C(NCC3)CCl 6-Chloro-1-(chloromethyl)-2,3,4,9-tetrahydro-1H-pyrido[3,4-b]indole hydrochloride